N'-acetyl-4-amino-N-(2-fluoro-4-(trifluoromethyl)benzyl)-1-methyl-1H-pyrazolo[4,3-c]quinoline-8-carbohydrazide C(C)(=O)NN(C(=O)C1=CC=2C3=C(C(=NC2C=C1)N)C=NN3C)CC3=C(C=C(C=C3)C(F)(F)F)F